tert-butyl 4-(4-(4-chloro-2-fluorobenzyloxy) pyrimidin-2-yl)-5,6-dihydropyridine-1(2H)-carboxylate ClC1=CC(=C(COC2=NC(=NC=C2)C2=CCN(CC2)C(=O)OC(C)(C)C)C=C1)F